3-(o-tolyloxy)azetidin C1(=C(C=CC=C1)OC1CNC1)C